tert-Butyl (S)-5-(4-(4,6-dichloro-7H-pyrrolo[2,3-d]pyrimidin-7-yl)phenyl)-2,2-dimethylmorpholine-4-carboxylate ClC=1C2=C(N=CN1)N(C(=C2)Cl)C2=CC=C(C=C2)[C@H]2COC(CN2C(=O)OC(C)(C)C)(C)C